3-[2-(2-methoxyethoxy)ethyl]pyrrolo[3,2-b]pyridine COCCOCCC1=CNC=2C1=NC=CC2